CC1(CCC(CC1)(C(F)(F)F)C(F)(F)F)P(C1CCCCC1)C1CCCCC1 trans-methylbis(trifluoromethyl)-tricyclohexylphosphine